FC(OC=1C=CC(=NC1)[C@@H]1[C@H](C1)C=1C=2N(N=C(C1)C=1C(NC(NC1)=O)=O)C=CN2)(F)F 5-(8-((1S,2S)-2-(5-(trifluoromethoxy)pyridin-2-yl)cyclopropyl)imidazo[1,2-b]pyridazin-6-yl)pyrimidine-2,4(1H,3H)-dione